ClC1=CC=C(CN2C3(CCN(C3)C(=O)NC)C(N(CC2=O)C(C)C)=O)C=C1 6-(4-chlorobenzyl)-9-isopropyl-N-methyl-7,10-dioxo-2,6,9-triazaspiro[4.5]decane-2-carboxamide